1-((2R)-2-methyl-4-(2-(tetrahydro-1H-furo[3,4-c]pyrrol-5(3H)-yl)-4-(trifluoromethyl)benzyl)piperazine-1-carbonyl)-1H-pyrazole-3-carboxylic acid C[C@H]1N(CCN(C1)CC1=C(C=C(C=C1)C(F)(F)F)N1CC2C(C1)COC2)C(=O)N2N=C(C=C2)C(=O)O